N-[(1R)-1-[3-[5-[[tert-Butyl(dimethyl)silyl]oxymethyl]-2-oxo-oxazolidin-3-yl]phenyl]ethyl]-2-methyl-5-(4-methylpiperazin-1-yl)benzamide Copper(I) Iodide [Cu]I.[Si](C)(C)(C(C)(C)C)OCC1CN(C(O1)=O)C=1C=C(C=CC1)[C@@H](C)NC(C1=C(C=CC(=C1)N1CCN(CC1)C)C)=O